ClCC\C=C/CCCCCCCC(OCCCC)OCCCC (3Z)-1-chloro-12,12-dibutoxy-3-dodecene